BrC1=C(C=C(C=C1)C(C(=O)OCC)CO)F ethyl 2-(4-bromo-3-fluorophenyl)-3-hydroxypropionate